N1[C@@H](CCC1)C(=O)OC methyl (S)-pyrrolidine-2-carboxylate